C(CCCCCCC)C(COC(CCCC)=O)CCCCCCCC pentanoic acid 2-octyldecyl ester